C(C)(C)(C)OC(C[C@H]1C(N([C@@H](C1)C(=O)N1[C@@H](C[C@@H](C1)F)C(N)=O)C(=O)OC(C)(C)C)=O)=O tert-butyl (3S,5S)-3-(2-(tert-butoxy)-2-oxoethyl)-5-((2S,4S)-2-carbamoyl-4-fluoropyrrolidine-1-carbonyl)-2-oxopyrrolidine-1-carboxylate